FC=1C=NC=C(C(=O)N(C)OC)C1 5-fluoro-N-methoxy-N-methylnicotinamide